(E)-3-(4-Fluorophenyl)-1-(2-hydroxyphenyl)prop-2-en FC1=CC=C(C=C1)/C=C/CC1=C(C=CC=C1)O